6-[[5-amino-7-(4-fluorophenyl)-8-[imidazo[1,2-a]pyridin-6-yl]-[1,2,4]triazolo[1,5-c]pyrimidin-2-yl]methyl]pyridin-2-amine NC1=NC(=C(C=2N1N=C(N2)CC2=CC=CC(=N2)N)C=2C=CC=1N(C2)C=CN1)C1=CC=C(C=C1)F